FC1=C(C(=CC=C1)C(F)(F)F)NC=1N=C(N=NC1C(=O)N)NC=1C=C2CCNCC2=CC1OC ((2-fluoro-6-(trifluoromethyl)phenyl)amino)-3-((7-methoxy-1,2,3,4-tetrahydroisoquinolin-6-yl)amino)-1,2,4-triazine-6-carboxamide